C(C1=CC=CC=C1)O[C@@H]1[C@@H]2CC[C@H](CC1(OC)OC)O2 |r| (1S*,2R*,5R*)-(±)-2-(benzyloxy)-3,3-dimethoxy-8-oxabicyclo[3.2.1]octane